C1(CC1)NC=1SC(=C(N1)C1=CC=CC=C1)OC1=CC(=NC=C1)NC=1C=C(C=CC1)C(C)(C)O 2-(3-((4-((2-(cyclopropylamino)-4-phenylthiazol-5-yl)oxy)pyridin-2-yl)amino)phenyl)propan-2-ol